(R)-N-(6-(5-(1-(3,5-dichloropyridin-4-yl)ethoxy)-1H-indazol-3-yl)-2-(2-hydroxyethyl)isoindolin-5-yl)acrylamide ClC=1C=NC=C(C1[C@@H](C)OC=1C=C2C(=NNC2=CC1)C1=C(C=C2CN(CC2=C1)CCO)NC(C=C)=O)Cl